5,7-dihydroxy-2-(4-methoxyphenyl)-8-(3-methylbut-2-en-1-yl)-3-(((3S,4S,5S,6R)-3,4,5-trihydroxy-6-methyltetrahydro-2H-pyran-2-yl)oxy)-4H-chromen-4-one OC1=C2C(C(=C(OC2=C(C(=C1)O)CC=C(C)C)C1=CC=C(C=C1)OC)OC1O[C@@H]([C@H]([C@@H]([C@@H]1O)O)O)C)=O